2-(3',5'-Di-tert-butyl-2'-hydroxyphenyl)-5-chlorobenzotriazole C(C)(C)(C)C=1C(=C(C=C(C1)C(C)(C)C)N1N=C2C(=N1)C=CC(=C2)Cl)O